ClC=1C(=CC(=NC1)C(=O)NC1=CC(=CC=C1)[C@@H](CC1=NN=CN1C)C)C(C)(C)O (R)-5-chloro-4-(2-hydroxypropan-2-yl)-N-(3-(1-(4-methyl-4H-1,2,4-triazol-3-yl)propan-2-yl)phenyl)picolinamide